C1(=CC=CC=C1)NC1=CC=C(C2=CC=CC=C12)C1=CC=CC=C1 N,4-diphenylnaphthalen-1-amine